2-(4-fluorophenyl)-4-phenylquinoline FC1=CC=C(C=C1)C1=NC2=CC=CC=C2C(=C1)C1=CC=CC=C1